tert-Butyl 3-(tert-butylsulfamoyl)-1-(4-methoxyphenyl)pyrrole-2-carboxylate C(C)(C)(C)NS(=O)(=O)C1=C(N(C=C1)C1=CC=C(C=C1)OC)C(=O)OC(C)(C)C